C(C=C)OC(=O)C1CCN(CC1)S(=O)(=O)NC(=O)OCC(=O)OC(C)(C)C 1-(N-((2-(tert-butoxy)-2-oxoethoxy)carbonyl)aminosulfonyl)piperidine-4-carboxylic acid allyl ester